C(N)(=N)C1=CC=C2C=C(N(C2=C1)CC1=CC=CC2=CC=CC=C12)C1=NN=C(O1)C(=O)C1CCC(CC1)NC(OC(C)(C)C)=O tert-butyl ((1r,4r)-4-(5-(6-carbamimidoyl-1-(naphthalen-1-ylmethyl)-1H-indol-2-yl)-1,3,4-oxadiazole-2-carbonyl)cyclohexyl)carbamate